di(aziridin-1-yl)phosphinic acid (S)-4-((2-cyclopropyl-3-oxoisoindolin-5-yl) oxy)-5-nitro-2,3-dihydro-1H-inden-1-yl ester C1(CC1)N1CC2=CC=C(C=C2C1=O)OC1=C2CC[C@@H](C2=CC=C1[N+](=O)[O-])OP(=O)(N1CC1)N1CC1